ClC1=C(N)C=C(C=C1)F 2-chloro-5-Fluoroaniline